FCC1(CC1)N1C=C2C(N=C(N=C2N[C@H](C)C=2C(=C(C#N)C=CC2)C)C)=C(C1O)OC (R)-3-(1-((6-(1-(fluoromethyl)cyclopropyl)-8-methoxy-2-methyl-7-oxyl-6,7-Dihydropyrido[4,3-d]pyrimidin-4-yl)amino)ethyl)-2-methylbenzonitrile